C(C)S(=O)(=O)C1=CC=CC=2C=3N(C(=NC12)N[C@H]1C(NCCCC1)=O)N=C(N3)C3=CC=C(C=C3)OC (3R)-3-{[7-(ethanesulfonyl)-2-(4-methoxyphenyl)[1,2,4]triazolo[1,5-c]quinazolin-5-yl]amino}azepan-2-one